4,6-bis(methylthio)hexanoic acid CSC(CCC(=O)O)CCSC